COC1=C(C=C2C(=NC=NC2=C1)NC1=C(C=CC(=C1)C1=CN=CO1)OC)OC1CCN(CC1)C(C=C)=O 1-(4-((7-methoxy-4-((2-methoxy-5-(oxazol-5-yl)phenyl)amino)quinazolin-6-yl)oxy)piperidin-1-yl)prop-2-en-1-one